2-(2-(5-((1R,4R,7R)-7-amino-2-azabicyclo[2.2.1]heptane-2-carbonyl)-7-methoxy-1-methyl-1H-benzo[d]imidazol-2-yl)-1-((2-methylcyclopropyl)meth-yl)-1H-indol-7-yl)benzonitrile N[C@H]1[C@@H]2N(C[C@H]1CC2)C(=O)C2=CC1=C(N(C(=N1)C=1N(C3=C(C=CC=C3C1)C1=C(C#N)C=CC=C1)CC1C(C1)C)C)C(=C2)OC